C1=C(C=CC2=CC=CC=C12)SC=C(C1=CC=CC=C1)NC(C(=C)C)=O N-(2-(naphthalen-2-ylsulfanyl)-1-phenylvinyl)methacrylamide